2-methoxy-5,8-dihydropyrido[3,4-d]pyrimidin COC=1N=CC2=C(N1)CN=CC2